magnesium silicate tartrate C(=O)([O-])C(O)C(O)C(=O)[O-].[Si](O)(O)(O)O.[Mg+2]